(S)-6-((4-((2-hydroxy-1-phenylethyl)amino)-5-(3-(quinuclidin-4-yl)-1,2,4-oxadiazol-5-yl)pyrimidin-2-yl)amino)-3,3-dimethylisochroman-1-one OC[C@H](C1=CC=CC=C1)NC1=NC(=NC=C1C1=NC(=NO1)C12CCN(CC1)CC2)NC=2C=C1CC(OC(C1=CC2)=O)(C)C